P(=O)(O)(O)O[C@H]1[C@@H](O[C@@H]([C@H]1O)CO)N1C(=O)N=C(N)C=C1 cytidine-2'-phosphate